6-[7-(aminocarbonyl)-2H-indazol-2-yl]-1,2,3,4-tetrahydroisoquinolinium chloride [Cl-].NC(=O)C1=CC=CC2=CN(N=C12)C=1C=C2CC[NH2+]CC2=CC1